N(=C=O)C1(CC(CC=C1)(C)N=C=O)C 1,3-diisocyanatom-xylene